C(C)C1=NC(=CC(=C1)N(C)C)CC 2,6-diethyl-4-dimethylaminopyridine